C(C1=CC=CC=C1)(C1=CC=CC=C1)=N[C@@]1([C@@H](C1)C)C#N cis-1-(benzhydrylideneamino)-2-methyl-cyclopropanecarbonitrile